8-((1S,4S)-2,5-diazabicyclo[2.2.2]octan-2-yl)-4-(5-(difluoromethyl)-1,3,4-thiadiazol-2-yl)-2-methyl-N-(1-methylcyclopropyl)quinazoline-6-sulfonamide [C@@H]12N(C[C@@H](NC1)CC2)C=2C=C(C=C1C(=NC(=NC21)C)C=2SC(=NN2)C(F)F)S(=O)(=O)NC2(CC2)C